C(C)OCCCNC(C(=C)C)=O N-3-ethoxypropylmethacrylamide